1-(4-(4-Chloro-3-(oxetan-3-yloxy)phenyl)-5-(isopropylsulfanyl)thiazol-2-yl)-3-methyl-1H-pyrazole-5-carboxylic acid methyl ester COC(=O)C1=CC(=NN1C=1SC(=C(N1)C1=CC(=C(C=C1)Cl)OC1COC1)SC(C)C)C